ClC=1C=CC(=C(C1)NC(=O)C=1OC(=CC1)C1CCOCC1)N1CCC(CC1)(C)C N-(5-chloro-2-(4,4-dimethylpiperidin-1-yl)phenyl)-5-(tetrahydro-2H-pyran-4-yl)furan-2-carboxamide